C(C)(C)(C)OP(=O)(OC(C)(C)C)OCC=1C(=NC=CC1)N(C(OCC=C)=O)C allyl (3-(((di-tert-butoxyphosphoryl)oxy)methyl)pyridin-2-yl)(methyl)carbamate